N1=CC=C(C=C1)CCC=1NC(=NN1)[C@H]1N([C@@H]2CC[C@H]1C2)C(=O)OC(C)(C)C tert-butyl (1R,3S,4S)-3-(5-(2-(pyridin-4-yl)ethyl)-4H-1,2,4-triazol-3-yl)-2-azabicyclo[2.2.1]heptane-2-carboxylate